2,2,2-trifluoro-1-(4-methoxyphenyl)ethan-1-amine hydrochloride Cl.FC(C(N)C1=CC=C(C=C1)OC)(F)F